[Si](C)(C)(C(C)(C)C)OC1CC(N=C1NNC(=O)OC)C1=CC=CC=C1 Methyl 2-(4-((tert-butyldimethylsilyl)oxy)-2-phenyl-3,4-dihydro-2H-pyrrol-5-yl)hydrazine-1-carboxylate